Tert-butyl (1-(2-(bis(4-methoxybenzyl)amino)pyridin-3-yl)ethyl)(2-hydroxyethyl)carbamate COC1=CC=C(CN(C2=NC=CC=C2C(C)N(C(OC(C)(C)C)=O)CCO)CC2=CC=C(C=C2)OC)C=C1